3,3-diiodothyronine IC1(CC(C[C@H](N)C(=O)O)=CC=C1OC1=CC=C(C=C1)O)I